FC(CC1OCCO1)(F)F 2-(trifluoroethyl)dioxolane